S(=O)(O)[O-].[K+] Kalium hydrogensulfit